ClC=1C=C2C(N(C(=NC2=CC1F)N(CC)CC)NC(CC1=CC(=CC(=C1)F)F)=O)=O N-(6-Chloro-2-diethylamino-7-fluoro-4-oxo-4H-quinazolin-3-yl)-2-(3,5-difluoro-phenyl)-acetamide